4-chloro-2-((4-chloro-phenylimino)methyl)-phenyl isobutyrate C(C(C)C)(=O)OC1=C(C=C(C=C1)Cl)C=NC1=CC=C(C=C1)Cl